C(C)OC(=O)C1=NN(C(=C1)C=1C=NC(=C(C1)F)N1CCC(CC1)(F)F)C.FC1(CCN(CC1)C1=C(C=C(C=N1)C1=CC(=NN1C)C(=O)O)F)F 5-[6-(4,4-difluoropiperidin-1-yl)-5-fluoropyridin-3-yl]-1-methylpyrazole-3-carboxylic acid Ethyl-5-[6-(4,4-difluoropiperidin-1-yl)-5-fluoropyridin-3-yl]-1-methylpyrazole-3-carboxylate